FC=1C=C(C=CC1)C(C)N 1-(3-fluorophenyl)ethanamine